C(C)(=O)NC1=C(C(=O)NC2=NC(=C(C=C2)C)C2CC2)C=CC(=C1)NC 2-acetamido-N-(6-cyclopropyl-5-methylpyridin-2-yl)-4-(methylamino)benzamide